BrC1=C2N=CC=NC2=CC=C1N1C=NC(=C1)C1=NC(=NC=C1C(F)(F)F)N[C@@H]1[C@@H](CN(CC1)S(=O)(=O)C)C 4-(1-(5-bromoquinoxalin-6-yl)-1H-imidazol-4-yl)-N-((3R,4S)-3-methyl-1-(methylsulfonyl)piperidin-4-yl)-5-(trifluoromethyl)pyrimidin-2-amine